O=C1[C@@H](CC2=C(CN1CC(F)(F)F)C=C(C=C2)OCCCNC2=NC=CC=C2)CC(=O)O (S)-2-(3-oxo-8-(3-(pyridin-2-ylamino)propoxy)-2-(2,2,2-trifluoroethyl)-2,3,4,5-tetrahydro-1H-benzo[c]azepin-4-yl)acetic acid